C1CCC2=C(C=3CCCC3C=C12)NC(=O)NS(=O)(=O)C=1SC=C(C1)C(C)(C)O 1-(1,2,3,5,6,7-hexahydro-s-indacen-4-yl)-3-[4-(1-hydroxy-1-methyl-ethyl)-thiophene-2-sulfonyl]-urea